(1S,2S,5r)-1-((tert-butyldimethylsilyl)oxy)-N-((S)-2-hydroxy-2-phenylethyl)-2-isopropyl-5-methylcyclohexane-1-carboxamide [Si](C)(C)(C(C)(C)C)O[C@@]1([C@@H](CC[C@H](C1)C)C(C)C)C(=O)NC[C@H](C1=CC=CC=C1)O